O1CC[C@H](C2=CC=CC=C12)NC(=O)[C@@H]1CC[C@H]2N1C([C@H](CN(CC2)C(CF)=O)NC(OC(C)(C)C)=O)=O tert-Butyl ((5S,8S,10aR)-8-(((R)-chroman-4-yl)carbamoyl)-3-(2-fluoroacetyl)-6-oxodecahydropyrrolo[1,2-a][1,5]diazocin-5-yl)carbamate